1-(3-bromophenyl)-4-phenyl-1H-benzo[d]imidazole BrC=1C=C(C=CC1)N1C=NC2=C1C=CC=C2C2=CC=CC=C2